FC1=CC=C(C=C1)C1=CC=2C(=NC(=CC2)OC)N1C=1C=C2CCNC2=CC1 5-[2-(4-Fluorophenyl)-6-methoxy-pyrrolo[2,3-b]pyridin-1-yl]indolin